OCCC1(O)C=CC(O)(C=C1)CCO 1,4-di-(β-hydroxyethyl)-hydroquinone